3-(dibenzo[b,d]thiophen-2-yl)-6-iodo-9-phenyl-9H-carbazole C1=C(C=CC=2SC3=C(C21)C=CC=C3)C=3C=CC=2N(C1=CC=C(C=C1C2C3)I)C3=CC=CC=C3